tert-butyl-1-methyl-3,4-dihydro-1H-isoquinoline-2-carboxylate C(C)(C)(C)OC(=O)N1C(C2=CC=CC=C2CC1)C